ClC=1C(=NC(=NC1)N([C@@H]1[C@H](C(N(CC1)C1=CC=C2C(=NN(C2=C1)C)C1C(NC(CC1)=O)=O)=O)C)C)NC=1C=C2CC(N(C2=CC1)C)=O 3-(6-((3R,4S)-4-((5-chloro-4-((1-methyl-2-oxoindolin-5-yl)amino)pyrimidin-2-yl)(methyl)amino)-3-methyl-2-oxopiperidin-1-yl)-1-methyl-1H-indazol-3-yl)piperidine-2,6-dione